NC=1C(=NC=C(C1)C1=CC(=CC=C1)CC(F)F)C(=O)NCCOCCNCC(=O)N1CCN(CC1)C(C1=C(C=CC(=C1)CC1=NNC(C2=CC=CC=C12)=O)F)=O 3-amino-5-[3-(2,2-difluoroethyl)phenyl]-N-[2-[2-[[2-[4-[2-fluoro-5-[(4-oxo-3H-phthalazin-1-yl)methyl]benzoyl]piperazin-1-yl]-2-oxo-ethyl]amino]ethoxy]ethyl]pyridine-2-carboxamide